1-[6-(2-hydroxyphenyl)pyridazin-4-yl]-4-(5-isopropyl-1,2-oxazol-3-yl)piperidine-4-carboxylic acid OC1=C(C=CC=C1)C1=CC(=CN=N1)N1CCC(CC1)(C(=O)O)C1=NOC(=C1)C(C)C